7-(methoxymethoxy)-9-(4,4,5,5-tetramethyl-1,3,2-dioxaborolan-2-yl)-2,3-dihydro-1H-cyclopenta[a]naphthalen-1-one COCOC1=CC2=CC=C3C(=C2C(=C1)B1OC(C(O1)(C)C)(C)C)C(CC3)=O